tert-Butyl ((1S)-5,5,5-trifluoro-4,4-dimethyl-1-(7-(((5S)-2-oxo-5-(trifluoromethyl)pyrrolidin-3-yl)methyl)imidazo[1,2-b]pyridazin-2-yl)pentyl)carbamate FC(C(CC[C@@H](C=1N=C2N(N=CC(=C2)CC2C(N[C@@H](C2)C(F)(F)F)=O)C1)NC(OC(C)(C)C)=O)(C)C)(F)F